1,3-di(dodecyl)urea C(CCCCCCCCCCC)NC(=O)NCCCCCCCCCCCC